ClC=1C(=C(C(=O)NC2=NC(=CC=C2)C(=O)N2CC3CN(CC3C2)C)C=CC1)F chloro-2-fluoro-N-(6-(5-methyloctahydropyrrolo[3,4-c]pyrrole-2-carbonyl)pyridin-2-yl)benzamide